OCCN(C(CO)(CO)CO)CCO bis(2-hydroxyethyl)amino(trimethylol)methane